Cl.N1(CCCCC1)C/C=C/C(=O)O (2E)-4-(1-piperidinyl)-2-butenoic acid HCl salt